5-(trifluoromethyl)-4,5,6,7-tetrahydrobenzo[d]oxazol-2-amine FC(C1CCC2=C(N=C(O2)N)C1)(F)F